1-[(1-ethyl-1H-pyrazol-4-yl)methyl]-4,5-dimethyl-3-{6-[(2R)-2-methylmorpholin-4-yl]-4-(trifluoromethyl)pyridin-2-yl}-1,3-dihydro-2H-imidazol-2-one C(C)N1N=CC(=C1)CN1C(N(C(=C1C)C)C1=NC(=CC(=C1)C(F)(F)F)N1C[C@H](OCC1)C)=O